S(=O)(=O)(C([18F])(F)F)F [18F]triflyl fluoride